C(CC)C(CCO)CCCCCCCCCCCCC 3-propyl-1-hexadecanol